N-cyclopropyl-6-methyl-9-[4-(trifluoromethyl)phenyl]-9H-carbazole-3-carboxamide C1(CC1)NC(=O)C=1C=CC=2N(C3=CC=C(C=C3C2C1)C)C1=CC=C(C=C1)C(F)(F)F